2,3-dimethyl-5-ethyl-4-ethoxyphenol CC1=C(C=C(C(=C1C)OCC)CC)O